O[C@H](CCNC(=O)C1CC2C3CC(C(C2C1)C3)OC)CN3CCN(CC3)C3=C(C=CC=C3)OC N-((R)-3-Hydroxy-4-(4-(2-methoxyphenyl)piperazin-1-yl)butyl)-5-methoxyoctahydro-1H-4,7-methanoindene-2-carboxamide